palmitoyl-2-linoleoyl-sn-glycero-3-phosphoethanolamine C(CCCCCCCCCCCCCCC)(=O)C(OP(OC[C@@H](CO)OC(CCCCCCC\C=C/C\C=C/CCCCC)=O)(=O)O)CN